NC1=C(C=CC(=C1)N)C1=C(C(=O)N)C=CC(=C1)[C@@H]1CC[C@H](CC1)CCCCCCC (2,4-diaminophenyl)-4-(trans-4-heptylcyclohexyl)benzamide